2-((2-bromo-4,5-dimethylbenzo[d]thiazol-6-yl)oxy)propanal BrC=1SC2=C(N1)C(=C(C(=C2)OC(C=O)C)C)C